CC1(C[C@@H](NC=2N1N=CC2C(=O)N2CC1(CC1C2)C2=CC(=CC=C2)OC)C2=CC=CC=C2)C ((5R)-7,7-dimethyl-5-phenyl-4,5,6,7-tetrahydropyrazolo[1,5-a]pyrimidin-3-yl)(1-(3-methoxyphenyl)-3-azabicyclo[3.1.0]hex-3-yl)methanone